ethyl (E)-4-(dimethyl amino)-2-oxobut-3-enoate CN(/C=C/C(C(=O)OCC)=O)C